N-(4-(azetidin-3-ylamino)phenyl)-4-((6-cyanoquinolin-4-yl)amino)benzamide tetrathioperrhenate [Re](=S)(=S)(=S)S.N1CC(C1)NC1=CC=C(C=C1)NC(C1=CC=C(C=C1)NC1=CC=NC2=CC=C(C=C12)C#N)=O